C12(C(=CCC(C1(C)C)C2)C)C(=O)O pinenic acid